C1=CC=CC2=NC3=CC=CC=C3C(=C12)CSCC=1C2=CC=CC=C2N=C2C=CC=CC12 1,3-bis(9-acridinyl)-2-thiapropane